C(C)OC(=O)C=1C(N(C2=NC(=CC=C2C1Cl)C(F)(F)F)C1=CC=CC=C1)=O 4-Chloro-2-oxo-1-phenyl-7-(trifluoromethyl)-1,2-dihydro-1,8-naphthyridine-3-carboxylic acid ethyl ester